4-((4-(((3R,4S)-3-((4-methoxybenzyl)oxy)tetrahydro-2H-pyran-4-yl)oxy)-5-(trifluoromethyl)pyrimidin-2-yl)amino)-N-(methyl-d3)benzenesulfonamide COC1=CC=C(CO[C@@H]2COCC[C@@H]2OC2=NC(=NC=C2C(F)(F)F)NC2=CC=C(C=C2)S(=O)(=O)NC([2H])([2H])[2H])C=C1